5-methoxy-2-(3-methylmorpholino)-N-((2-(trifluoromethyl)pyridin-3-yl)methyl)pyrido[2,3-d]pyrimidin-4-amine COC1=CC=NC=2N=C(N=C(C21)NCC=2C(=NC=CC2)C(F)(F)F)N2C(COCC2)C